zinc magnesium salt [Mg].[Zn]